N-(3-(1-(4-(5-(difluoromethyl)-1,3,4-oxadiazol-2-yl)-3-fluorobenzyl)-1H-1,2,3-triazol-4-yl)phenyl)morpholine-4-carboxamide FC(C1=NN=C(O1)C1=C(C=C(CN2N=NC(=C2)C=2C=C(C=CC2)NC(=O)N2CCOCC2)C=C1)F)F